4-((2-allylbenzyl)amino)-2-((1-methyl-1H-pyrazol-4-yl)amino)pyrimidin methyl-6-((4-(1-(2-fluoro-2-methylpropyl)piperidin-4-yl)-1H-1,2,3-triazol-1-yl)methyl)nicotinate COC(C1=CN=C(C=C1)CN1N=NC(=C1)C1CCN(CC1)CC(C)(C)F)=O.C(C=C)C1=C(CNC2=NC(=NC=C2)NC=2C=NN(C2)C)C=CC=C1